racemic-6-((2S,2S)-2-(6-chloroimidazo[1,2-b]pyridazin-8-yl)cyclopropyl)-2-(difluoromethyl)benzo[d]thiazole ClC=1C=C(C=2N(N1)C=CN2)[C@@H]2[C@@H](C2)C2=CC1=C(N=C(S1)C(F)F)C=C2 |&1:11|